(S)-2-((tert-butoxycarbonyl)(methyl)amino)-3-(5-chloro-2-morpholinopyridin-3-yl)propanoic acid C(C)(C)(C)OC(=O)N([C@H](C(=O)O)CC=1C(=NC=C(C1)Cl)N1CCOCC1)C